C(C)(=O)N1CC(C1)C(=O)OCCCN1N=C(C=2C(NCC3(CCOCC3)CC21)=O)CC 3-(3-ethyl-4-oxo-spiro[6,8-dihydro-5H-pyrazolo[4,3-c]azepine-7,4'-tetrahydropyran]-1-yl)propyl 1-acetylazetidine-3-carboxylate